methyl (3R,6S)-6-methyl-1-(2-(thiophen-2-yl)acetyl)piperidine-3-carboxylate C[C@H]1CC[C@H](CN1C(CC=1SC=CC1)=O)C(=O)OC